C1=C=C=C=CC1 cyclohexatriene-3-ene